ClC1=C(C=C(C=C1)F)C1(NC(C2=C1C(=CC1=C(N(N=C21)C)C2CN(C2)C)NC(C2=CC(=CC(=C2)F)C(F)(F)F)=O)=O)O N-[6-(2-chloro-5-fluorophenyl)-6-hydroxy-2-methyl-3-(1-methylazetidin-3-yl)-8-oxo-7,8-dihydro-6H-pyrrolo[4,3-g]indazol-5-yl]-5-fluoro-3-(trifluoromethyl)benzamide